1-[(2e,4e,8e)-9-(3,4-methylenedioxyphenyl)-2,4,8-nonatrienoyl]pyrrolidine C1OC=2C=C(C=CC2O1)/C=C/CC/C=C/C=C/C(=O)N1CCCC1